1-(1-((1-(4-chlorobenzyl)piperidin-4-yl)methyl)-1H-tetrazol-5-yl)-5-(4,4,5,5-tetramethyl-1,3,2-dioxaborolan-2-yl)-N-tritylpentan-1-amin ClC1=CC=C(CN2CCC(CC2)CN2N=NN=C2C(CCCCB2OC(C(O2)(C)C)(C)C)NC(C2=CC=CC=C2)(C2=CC=CC=C2)C2=CC=CC=C2)C=C1